N1N=CN=C1[C@@H]1CN(CC1)C(=O)N1CC2(C1)CCC2 2-[(3S)-3-(1H-1,2,4-Triazol-5-yl)pyrrolidine-1-carbonyl]-2-azaspiro[3.3]heptan